(9R,14S)-14-tert-Butoxycarbonylamino-5-methoxycarbonylamino-8,16-diaza-tricyclo[13.3.1.02,7]nonadeca-1(19),2,4,6,15,17-hexaene-8,9-dicarboxylic acid 8-tert-butyl ester 9-ethyl ester C(C)OC(=O)[C@@H]1N(C2=CC(=CC=C2C=2C=CN=C([C@H](CCCC1)NC(=O)OC(C)(C)C)C2)NC(=O)OC)C(=O)OC(C)(C)C